[Cl-].[Cl-].C[SiH](C)[Ti+2](C1C(=C(C=2N(C=3C=CC=CC3C21)C2=CC=CC=C2)C)C)C2C(=C(C=1N(C=3C=CC=CC3C12)C1=CC=CC=C1)C)C dimethylsilyl-[bis(2,3-dimethyl-4-phenylcyclopenta[b]indolyl)]titanium dichloride